2,1,3-Benzooxadiazol-5-amine N=1ON=C2C1C=CC(=C2)N